C(#N)C=1C=C(C=NS(=O)C(C)(C)C)C=CC1 (-)-N-(3-cyanobenzylidene)-2-methylpropane-2-sulfinamide